1-(2-tetrahydrofuryl)-5-fluorouracil O1C(CCC1)N1C(=O)NC(=O)C(=C1)F